2-hexyldecyl 10-(hexylamino)decanoate 2-Hexyldecyl-10-(hexylamino)decanoate C(CCCCC)C(COC(CCCCCCCCCNCCCCCC)=O)CCCCCCCC.C(CCCCC)NCCCCCCCCCC(=O)OCC(CCCCCCCC)CCCCCC